C(C)(C)(C)OC(=O)N1C[C@@H]2COC3=C(CN2CC1)C(=C(C(=C3F)C3=C(C=CC=C3O)Cl)C#C[Si](C)(C)C)F (12aR)-9-(2-chloro-6-hydroxyphenyl)-7,10-difluoro-8-[(trimethylsilyl)ethynyl]-3,4,12,12a-tetrahydro-6H-pyrazino[2,1-c][1,4]benzooxazepine-2(1H)-carboxylic acid tert-butyl ester